C1(CC1)NC(C(CC[C@@H]1C(NCC1)=O)O)=O N-cyclopropyl-2-hydroxy-4-[(3S)-2-oxopyrrolidin-3-yl]butanamide